OCC1CCN(CC1)C(=O)C=1N=C(SC1)NC(=O)C1=C(OC(=C1)C1=CC(=CC=C1)C(F)(F)F)C N-(4-(4-(hydroxymethyl)piperidine-1-carbonyl)thiazol-2-yl)-2-methyl-5-(3-(trifluoromethyl)phenyl)furan-3-carboxamide